(S)-1-((2,3-dihydrobenzo[b][1,4]dioxin-2-yl)methyl)-4-(3-methyl-1-(6-methylpyridin-2-yl)-1H-pyrazol-5-yl)piperazine methyl-2-(p-tolylsulfonylamino)acetate COC(CNS(=O)(=O)C1=CC=C(C=C1)C)=O.O1C2=C(OC[C@@H]1CN1CCN(CC1)C1=CC(=NN1C1=NC(=CC=C1)C)C)C=CC=C2